C(C)(=O)OC methyl acetate